ClC1=C(C=C(C=C1)C(F)(F)F)CC(C(=O)O)(F)F 2-chloro-α,α-difluoro-5-(trifluoromethyl)-benzenepropanoic acid